C(C)C=1NC=C(N1)C=O 2-ETHYL-1H-IMIDAZOLE-4-CARBALDEHYDE